C1(CCCCC1)C1(C(=CC(=CC1)N)C1=CC=CC=C1)N 2-cyclohexyl-[1,1'-biphenyl]-2,5-diamine